3-(4-decylphenyl)urea Hydrochloride Cl.C(CCCCCCCCC)C1=CC=C(C=C1)NC(N)=O